ClC=1C=CC(=C(C(=O)N[C@H](C(C(=O)NC2CC2)=O)C[C@H]2C(N[C@@H](C2)C(F)(F)F)=O)C1)NC(CCC(F)(F)F)=O 5-chloro-N-[(1S)-3-(cyclopropylamino)-2,3-dioxo-1-[[(3R,5S)-2-oxo-5-(trifluoromethyl)pyrrolidin-3-yl]methyl]propyl]-2-(4,4,4-trifluorobutanoylamino)benzamide